tetradecane-1,4-diol C(CCC(CCCCCCCCCC)O)O